(((3-bromo-1,2-phenylene)bis(methylene))bis(oxy))bis(tetrahydro-2H-pyran) BrC=1C(=C(C=CC1)COC1OCCCC1)COC1OCCCC1